ClC1=C(C=C(C=C1)F)NC1=NC=C(C=C1NC(C1=CC(=CC(=C1)C(F)(F)F)F)=O)C=1C=NN(C1)C(F)F N-(2-((2-chloro-5-fluorophenyl)amino)-5-(1-(difluoromethyl)-1H-pyrazol-4-yl)pyridin-3-yl)-3-fluoro-5-(trifluoromethyl)benzamide